(2-chloro-5-fluorophenyl)(5,7-dibromoisoquinolin-6-yl)methanone ClC1=C(C=C(C=C1)F)C(=O)C=1C(=C2C=CN=CC2=CC1Br)Br